tert-butyl 6-((6-bromopyridin-2-yl)amino)-2-azaspiro[3.3]heptane-2-carboxylate BrC1=CC=CC(=N1)NC1CC2(CN(C2)C(=O)OC(C)(C)C)C1